O1C(=CC2=C1C=CC=C2)C(=O)C2=CC=C(C=C2)C(F)(F)F benzofuran-2-yl(4-(trifluoromethyl)phenyl)methanone